5-[(1R)-1-aminoethyl]-3-chloro-2,7-dimethylisoquinolin-1-one hydrochloride Cl.N[C@H](C)C1=C2C=C(N(C(C2=CC(=C1)C)=O)C)Cl